(Z)-4-(3-((1-(3-chlorophenyl)-2,5-dioxopyrrolidin-3-ylidene)methyl)phenoxy)-N-methylbenzamide ClC=1C=C(C=CC1)N1C(\C(\CC1=O)=C/C=1C=C(OC2=CC=C(C(=O)NC)C=C2)C=CC1)=O